FC=1C=C(CN2C(=NC=3C2=NC=CC3)CNC(=O)N[C@@H](CO)C3=CC=CC=C3)C=CC1F 1-[3-(3,4-Difluoro-benzyl)-3H-imidazo[4,5-b]pyridin-2-ylmethyl]-3-((R)-2-hydroxy-1-phenyl-ethyl)-urea